(R)-1-(3-(((7-fluorobenzo[d]thiazol-2-yl)(4-methoxyphenethyl)amino)-methyl)phenyl)pyrrolidine-3-carboxylic acid FC1=CC=CC=2N=C(SC21)N(CCC2=CC=C(C=C2)OC)CC=2C=C(C=CC2)N2C[C@@H](CC2)C(=O)O